5-bromopyridine-3-thiol BrC=1C=C(C=NC1)S